C(C1=CC=CC=C1)OC=1C=C2C=CC(=CC2=C(C1N1S(NC(C1)=O)(=O)=O)F)OCCC(CCN1CCC(CC1)C1=CC2=C(N(C(N2C)=O)C2C(NC(CC2)=O)=O)C=C1)(C)C 3-[5-[1-[5-[[6-benzyloxy-8-fluoro-7-(1,1,4-trioxo-1,2,5-thiadiazolidin-2-yl)-2-naphthyl]oxy]-3,3-dimethyl-pentyl]-4-piperidyl]-3-methyl-2-oxo-benzimidazol-1-yl]piperidine-2,6-dione